[4-cyano-2-cyclopropyl-6-(propan-2-yl)phenyl]-3-[4-(hydroxymethyl)-2-(2-hydroxypropan-2-yl)-1,3-thiazole-5-sulfonyl]urea C(#N)C1=CC(=C(C(=C1)C(C)C)NC(=O)NS(=O)(=O)C1=C(N=C(S1)C(C)(C)O)CO)C1CC1